C12C(CC(C=C1)C2)C21CCCCC1O2 (bicyclo[2.2.1]hept-5-en-2-yl)-7-oxabicyclo[4.1.0]heptane